C1(=CC=C(C=C1)C(=O)OC1=CC=C(C=C1)N)C1=CC=C(C=C1)C(=O)OC1=CC=C(C=C1)N biphenyl-4,4'-dicarboxylic acid, bis(4-aminophenyl) ester